OC1(CCCCC1)CNCC1=CC(=NC=C1)C=1C=C2CN(C(C2=CC1)=O)C1C(NC(CC1)=O)=O 3-(5-(4-((((1-hydroxycyclohexyl)methyl)amino)methyl)pyridin-2-yl)-1-oxoisoindolin-2-yl)piperidine-2,6-dione